methyl (S)-2-[(tert-butoxycarbonyl) amino]-3-[2-methyl-3-(4,4,5,5-tetramethyl-1,3,2-dioxaborolan-2-yl)phenyl]propanoate C(C)(C)(C)OC(=O)N[C@H](C(=O)OC)CC1=C(C(=CC=C1)B1OC(C(O1)(C)C)(C)C)C